OC1=NC(=NC=2CN(CCOC21)C(=O)OC(C)(C)C)SC tert-butyl 4-hydroxy-2-(methylthio)-6,7-dihydropyrimido[4,5-f][1,4]oxazepine-8(9H)-carboxylate